BrC1=CC=C(C(=N1)NC(=O)[C@H]1N(C[C@@H](C1)F)C(=O)OC(C)(C)C)COC tert-butyl (2S,4R)-2-((6-bromo-3-(methoxymethyl) pyridin-2-yl) carbamoyl)-4-fluoropyrrolidine-1-carboxylate